tert-butyl 1-(4-(2-methoxy-2-oxoethylcarbamoyl)quinolin-6-yl)-1H-1,2,3-triazole-4-carboxylate COC(CNC(=O)C1=CC=NC2=CC=C(C=C12)N1N=NC(=C1)C(=O)OC(C)(C)C)=O